5-fluoro-2-((5-(3-(fluoromethyl)-4-methylpiperazin-1-yl)-2-(trifluoromethoxy)phenyl)amino)pyrimidine FC=1C=NC(=NC1)NC1=C(C=CC(=C1)N1CC(N(CC1)C)CF)OC(F)(F)F